nickel-tellurium [Te].[Ni]